1,2-dibutyldiseleno ether C(CCC)[Se][SeH](CCCC)O[SeH]([Se]CCCC)CCCC